C(C(C)C)C1=CC(=C(C#N)C=C1)N1CCN(CC1)CC=1N=C2N(C(C1)=O)C=CC=C2 4-isobutyl-2-(4-((4-oxo-4H-pyrido[1,2-a]pyrimidin-2-yl)methyl)piperazin-1-yl)benzonitrile